(S)-5-([1,3'-Bipyrrolidin]-1'-yl)-N-(6-methoxy-2-methyl-2H-indazol-5-yl)pyrazine-2-carboxamide Methyl-5-chloropyrazine-2-carboxylate COC(=O)C1=NC=C(N=C1)Cl.N1(CCCC1)[C@@H]1CN(CC1)C=1N=CC(=NC1)C(=O)NC1=CC2=CN(N=C2C=C1OC)C